ClC=1C=C(C=NC1)N(S(=O)(=O)CCC)CC=1SC(=CN1)C=1OC(=NN1)C(F)F N-(5-chloropyridin-3-yl)-N-({5-[5-(difluoromethyl)-1,3,4-oxadiazol-2-yl]-1,3-thiazol-2-yl}methyl)propane-1-sulfonamide